2-(2,6-Dibenzyloxy-pyridin-3-ylamino)-nicotinic acid methyl ester COC(C1=C(N=CC=C1)NC=1C(=NC(=CC1)OCC1=CC=CC=C1)OCC1=CC=CC=C1)=O